N-(3-(3-hydroxy-(11,12-methylene)octadecanoyloxy)-octadecanoyl)ornithine propyl-lactate (propyl-lactate) C(CC)C(C(=O)O)(O)C.C(CC)C(C(=O)O)(O)C.OC(CC(=O)OC(CC(=O)N[C@@H](CCCN)C(=O)O)CCCCCCCCCCCCCCC)CCCCCCCC1C(CCCCCC)C1